4-(4-(8-azabicyclo[3.2.1]oct-3-en-3-yl)-8-fluoro-2-((hexahydro-1H-pyrrolizin-7a-yl)methoxy)pyrido[4,3-d]pyrimidin-7-yl)-5-ethylnaphthalen-2-ol C12CC(=CC(CC1)N2)C=2C1=C(N=C(N2)OCC23CCCN3CCC2)C(=C(N=C1)C1=CC(=CC2=CC=CC(=C12)CC)O)F